BrC1=CC2=C(C=3C=4C=CC=CC4C=CC13)C=CC=C2 6-bromobenzo[c]phenanthrene